(1S,3S)-3-((6-bromo-2-methylpyridin-3-yl)oxy)cyclohexane-1-carboxylic acid isopropyl ester C(C)(C)OC(=O)[C@@H]1C[C@H](CCC1)OC=1C(=NC(=CC1)Br)C